NC=1C(=NC(=NC1N1[C@H](CN([C@@H](C1)CC)C(CC)C1=CC=C(C=C1)C(F)(F)F)C)Cl)NCC1(CCCC1)O 1-(((5-amino-2-chloro-6-((2S,5R)-5-ethyl-2-methyl-4-(1-(4-(trifluoromethyl)phenyl)propyl)piperazin-1-yl)pyrimidin-4-yl)amino)methyl)cyclopentan-1-ol